2-(3,5-dichloro-4-((5'-(difluoromethoxy)-2,2'-difluoro-6-hydroxy-[1,1'-biphenyl]-3-yl)methyl)-2-fluorophenoxy)acetic acid ClC=1C(=C(OCC(=O)O)C=C(C1CC=1C(=C(C(=CC1)O)C1=C(C=CC(=C1)OC(F)F)F)F)Cl)F